2-methoxymethyl-ethoxyPropanol acetate C(C)(=O)OC(CC)OCCCOC